FC=1C(=CC(=C(C(=O)NC=2C3=C(N=CN2)NC=C3)C1)O[C@H](C(F)(F)F)C)N1N=C3N(CCCC3)C1=O 5-fluoro-4-(3-oxo-5,6,7,8-tetrahydro[1,2,4]triazolo[4,3-a]pyridin-2(3H)-yl)-N-(7H-pyrrolo[2,3-d]pyrimidin-4-yl)-2-{[(2S)-1,1,1-trifluoropropan-2-yl]oxy}benzamide